tert-butyl (2R,4S)-4-(benzyloxy)-2-(((2,2,7-trimethyl-4-oxo-4H-benzo[d][1,3]dioxin-5-yl)oxy)methyl)pyrrolidine-1-carboxylate C(C1=CC=CC=C1)O[C@H]1C[C@@H](N(C1)C(=O)OC(C)(C)C)COC1=CC(=CC=2OC(OC(C21)=O)(C)C)C